1-(4-fluorophenyl)-1-ethanol FC1=CC=C(C=C1)C(C)O